4-(1H-Triazol-5-yl)-1-[6-[6-(trifluoromethyl)pyrazin-2-yl]oxy-2-azaspiro[3.3]heptan-2-yl]butan-1-one N1N=NC=C1CCCC(=O)N1CC2(C1)CC(C2)OC2=NC(=CN=C2)C(F)(F)F